CCCCC/C=C\\CC(/C=C/C=C\\C/C=C\\CCCC(=O)O)O The molecule is the (5Z,8Z,10E,14Z)-stereoisomer of 12-HETE. It has a role as a mouse metabolite. It is a conjugate acid of a 12-HETE(1-).